N-((3R,4R)-3-fluoro-1-(methylsulfonyl)piperidin-4-yl)-7-(5-methylpyridin-2-yl)pyrrolo[2,1-f][1,2,4]triazin-2-amine F[C@@H]1CN(CC[C@H]1NC1=NN2C(C=N1)=CC=C2C2=NC=C(C=C2)C)S(=O)(=O)C